3-cyano-N-(3,5-dimethoxybenzyl)benzenethioamide C(#N)C=1C=C(C=CC1)C(NCC1=CC(=CC(=C1)OC)OC)=S